4,4,5,5-tetraethyl-2-(6-(tetrahydrofuran-3-yl)-3,6-dihydro-2H-pyran-4-yl)-1,3,2-dioxaborolane C(C)C1(OB(OC1(CC)CC)C=1CCOC(C1)C1COCC1)CC